tert-butyl (1-phenyl-2,5,11,14-tetraoxa-8-azahexadecan-16-yl)carbamate C1(=CC=CC=C1)COCCOCCNCCOCCOCCNC(OC(C)(C)C)=O